COC=1C=C2C(C(=NC2=CC1)C)(C)C 5-methoxy-2,3,3-trimethylindole